The molecule is a member of the class of pyranoxanthones that is 2H,6H-pyrano[3,2-b]xanthen-6-one substituted by hydroxy, geminal methyl and a prenyl group at positions 5, 8, 2 and 12 respectively. It is isolated from the stem bark of Calophyllum brasiliense and exhibits significant inhibitory activity against 12-O-tetradecanoylphorbol-13-acetate induced Epstein-Barr virus early antigen activation in Raji cells. It has a role as a metabolite and an antineoplastic agent. It is a member of pyranoxanthones and a polyphenol. CC(=CCC1=C2C(=C(C3=C1OC4=C(C3=O)C=C(C=C4)O)O)C=CC(O2)(C)C)C